(R)-2-chloro-8-methyl-N-(6-((prop-2-yn-1-yloxy)carbamoyl)-5-(trifluoromethyl)pyridin-3-yl)-8-(trifluoromethyl)-7,8-dihydro-6H-pyrazolo[1,5-a]pyrrolo[2,3-e]pyrimidine-6-carboxamide ClC1=NN2C(N=CC3=C2[C@@](CN3C(=O)NC=3C=NC(=C(C3)C(F)(F)F)C(NOCC#C)=O)(C(F)(F)F)C)=C1